tert-butyl 3-[{5-carbamoyl-1-[4-(2,3-difluorophenoxy)phenyl]-4-nitro-1H-pyrazol-3-yl}(2-oxoethyl)amino]azetidine-1-carboxylate C(N)(=O)C1=C(C(=NN1C1=CC=C(C=C1)OC1=C(C(=CC=C1)F)F)N(C1CN(C1)C(=O)OC(C)(C)C)CC=O)[N+](=O)[O-]